ClC1=CC=C(C(=N1)NCCC)N 6-chloro-N2-propylpyridine-2,3-diamine